1-(4-Bromo-2,6-difluorobenzyl)-8-methoxy-1,4-dihydropyrazino[2,3-c][1,8]naphthyridin-3(2H)-one BrC1=CC(=C(CN2CC(NC=3C=NC=4N=C(C=CC4C32)OC)=O)C(=C1)F)F